benzyl-4,4a,5,7-tetrahydro-1H-benzo[e]pyrazine C(C1=CC=CC=C1)N1C=CNC2C1=CCCC2